CO\N=C/1\C(=C(CCC1)C)C1=C(C=CC2=CC=CC=C12)C#C[Si](C(C)C)(C(C)C)C(C)C (E)-3-methyl-2-(2-((triisopropylsilyl)ethynyl)naphthalen-1-yl)cyclohex-2-en-1-one-O-methyloxime